(5-chloro-1-(3-fluorobenzyl)-1H-indol-2-yl)(4-(pyrimidin-2-yl)piperazin-1-yl)methanone ClC=1C=C2C=C(N(C2=CC1)CC1=CC(=CC=C1)F)C(=O)N1CCN(CC1)C1=NC=CC=N1